2-Cyclopropyl-7-((3,3-difluorocyclobutyl)methoxy)-N-(6-(difluoromethyl)pyridin-2-yl)imidazo[1,2-a]pyridine-6-carboxamide C1(CC1)C=1N=C2N(C=C(C(=C2)OCC2CC(C2)(F)F)C(=O)NC2=NC(=CC=C2)C(F)F)C1